C1(CCCC1)C1=CC(=C2C=NC(=NN21)SC)F 7-cyclopentyl-5-fluoro-2-(methylsulfanyl)pyrrolo[2,1-F][1,2,4]triazine